BrC=1C=C(N(N1)C1=CC=C(C=C1)C(F)(F)F)C(C)=O 1-[5-bromo-2-[4-(trifluoromethyl)phenyl]pyrazol-3-yl]ethanone